(Z)-6-fluoro-3-(((3-fluoropyridin-2-yl)methyl)amino)-5-(2-fluorostyryl)-4H-benzo[e][1,2,4]thiadiazine 1,1-dioxide FC=1C=CC2=C(NC(=NS2(=O)=O)NCC2=NC=CC=C2F)C1\C=C/C1=C(C=CC=C1)F